CN(CC(=O)N1CCC(CC1)C=1C=C2C(=C(NC2=CC1)C1=CC(=NC=C1)OC)C(C)C)C 2-(dimethylamino)-1-(4-(3-isopropyl-2-(2-methoxypyridin-4-yl)-1H-indol-5-yl)piperidin-1-yl)ethanone